Sulfur 1,3-diphenyl-guanidine C1(=CC=CC=C1)NC(=N)NC1=CC=CC=C1.[S]